undecyl 6-{(2-hydroxyethyl)[5-(undecyloxycarbonyl)pentyl]amino}hexanoate OCCN(CCCCCC(=O)OCCCCCCCCCCC)CCCCCC(=O)OCCCCCCCCCCC